rel-(2R,3S,4S,5R)-N-(6-((R*)-1,2-dihydroxyethyl)pyridin-3-yl)-3-(4-fluoro-2-methoxy-3-methylphenyl)-4,5-dimethyl-5-(trifluoromethyl)tetrahydrofuran-2-carboxamide O[C@@H](CO)C1=CC=C(C=N1)NC(=O)[C@@H]1O[C@]([C@H]([C@H]1C1=C(C(=C(C=C1)F)C)OC)C)(C(F)(F)F)C |o1:1,13,15,16,17|